2'-(2-fluorophenyl)-6,6'-difluoro-2,4'-biquinoline-4-carboxylic acid FC1=C(C=CC=C1)C1=NC2=CC=C(C=C2C(=C1)C1=NC2=CC=C(C=C2C(=C1)C(=O)O)F)F